3-(2-decanamidoacetamido)propionic acid C(CCCCCCCCC)(=O)NCC(=O)NCCC(=O)O